1-((4-allyloxy-3-((3-((tert-butyl(dimethyl)silyl)oxymethyl)phenoxy)methyl)phenyl)methyl)-6-chloropyrazolo[3,4-d]pyrimidin-4-amine C(C=C)OC1=C(C=C(C=C1)CN1N=CC=2C1=NC(=NC2N)Cl)COC2=CC(=CC=C2)CO[Si](C)(C)C(C)(C)C